C1(=CC=CC=C1)C1NCC2=CC=CC=C12 1-phenylisoindoline